C1(CCCCC1)CCC(C(=O)O)O.C1=CC(=CC=2C3=CC=CC=C3NC12)C=1C=CC=CC1 (3-carbazol-3-yl)benzene cyclohexylethyl-glycolate